C(C)(C)(C)OC(=O)N1N=C(C2=C(C=CC=C12)OCC1=CC=CC=C1)N1C(C2=CC=CC=C2C1=O)=O 2-(1-tert-butyloxycarbonyl-4-benzyloxy-1H-3-indazolyl)-isoindoline-1,3-dione